BrC=1C=C(C=CC1C=1NC(C2=C(N1)CCSC2)=O)C(C)(C)OCCNC(OC)=O methyl (2-((2-(3-bromo-4-(4-oxo-3,5,7,8-tetrahydro-4H-thiopyrano[4,3-d]pyrimidin-2-yl)phenyl)propan-2-yl)oxy)ethyl)carbamate